(1s,4s)-4-((2-((2-(1-(Cyclopropylsulfonyl)-1H-pyrazol-4-yl)pyrimidin-4-yl)amino)-5-(5-((tetrahydro-2H-pyran-4-yl)oxy)pyrazin-2-yl)pyridin-4-yl)amino)-1-methylcyclohexan-1-ol C1(CC1)S(=O)(=O)N1N=CC(=C1)C1=NC=CC(=N1)NC1=NC=C(C(=C1)NC1CCC(CC1)(O)C)C1=NC=C(N=C1)OC1CCOCC1